FC1=C(C(=CC(=C1)C1=NC=CC=C1)F)C=1N=C2N(C=CC(=C2)C)C1C[C@H]1CN(CCO1)C(=O)OC methyl (S)-2-((2-(2,6-difluoro-4-(pyridin-2-yl)phenyl)-7-methylimidazo[1,2-a]pyridin-3-yl)methyl)morpholine-4-carboxylate